1-[3-(morpholin-4-yl)-7-(trifluoromethyl)quinoxalin-5-yl]ethan-1-ol N1(CCOCC1)C=1C=NC2=CC(=CC(=C2N1)C(C)O)C(F)(F)F